8-amino-N-(4-{2-[4-(azepin-1-yl)piperidin-1-yl]-2-oxoethyl}-1,3-thiazol-2-yl)-4,4-dimethyl-4,5-dihydro-1H-pyrazolo[4,3-H]quinazoline-3-carboxamide NC1=NC=2C3=C(C(CC2C=N1)(C)C)C(=NN3)C(=O)NC=3SC=C(N3)CC(=O)N3CCC(CC3)N3C=CC=CC=C3